ethyl 3-benzyl-6-methyl-3-azabicyclo[3.1.0]hexane-6-carboxylate C(C1=CC=CC=C1)N1CC2C(C2C1)(C(=O)OCC)C